tert-butyl (5-chloronaphthalen-2-yl)carbamate ClC1=C2C=CC(=CC2=CC=C1)NC(OC(C)(C)C)=O